(R)-1-(azetidin-3-yl)-N-(5-(5-ethyl-1,2,4-oxadiazol-3-yl)-2,3-dihydro-1H-inden-1-yl)-1H-pyrazole-4-carboxamide N1CC(C1)N1N=CC(=C1)C(=O)N[C@@H]1CCC2=CC(=CC=C12)C1=NOC(=N1)CC